C(C)(C)(C)NCC(O)C1=CC=C(C=C1)I 2-(tert-butylamino)-1-(4-iodophenyl)ethanol